1-[5-(5-chloro-2-methoxypyridin-4-yl)-1H-pyrazole-3-carbonyl]-N-[(1s,4s)-4-(trifluoromethyl)cyclohexyl]Piperidine-4-carboxamide ClC=1C(=CC(=NC1)OC)C1=CC(=NN1)C(=O)N1CCC(CC1)C(=O)NC1CCC(CC1)C(F)(F)F